(S)-3-(5-(3-bromopyridin-2-yl)-1,3,4-oxadiazol-2-yl)-1-(4-methoxybenzyl)-3-vinylpyrrolidin-2-one BrC=1C(=NC=CC1)C1=NN=C(O1)[C@@]1(C(N(CC1)CC1=CC=C(C=C1)OC)=O)C=C